OCCN1CC(CC1)N1N=CC2=C1N(C(C=1C=C(C=CC21)C)=O)C 3-(1-(2-hydroxyethyl)pyrrolidin-3-yl)-4,7-dimethyl-3,4-dihydro-5H-pyrazolo[3,4-c]isoquinolin-5-one